3-(6-(2-((1,3-dioxoisoindolin-2-yl)oxy)ethoxy)imidazo[1,2-a]Pyridin-2-yl)piperidine-1-carboxylic acid tert-butyl ester C(C)(C)(C)OC(=O)N1CC(CCC1)C=1N=C2N(C=C(C=C2)OCCON2C(C3=CC=CC=C3C2=O)=O)C1